3-[6-(3,5-dimethylisoxazol-4-yl)-3-(1-methylpyrazol-4-yl)pyrrolo[3,2-b]pyridin-1-yl]-3-phenyl-propanenitrile CC1=NOC(=C1C=1C=C2C(=NC1)C(=CN2C(CC#N)C2=CC=CC=C2)C=2C=NN(C2)C)C